COCCOC(=O)OCOP(=O)(OCOC(=O)OCCOC)C(C1=CC2=C(SC(=C2)C(=O)O)C=C1)(F)F 5-((bis((((2-methoxyethoxy)carbonyl)oxy)methoxy)phosphoryl)difluoromethyl)benzo[b]thiophene-2-carboxylic acid